[C@@H]1(C[C@@H](CCC1)C=O)C=O (1r,3r)-cyclohexane-1,3-dicarboxaldehyde